3-(tert-butyl)aniline methyl-3'-azido-3-(trifluoromethyl)-[1,1'-biphenyl]-4-carboxylate COC(=O)C1=C(C=C(C=C1)C1=CC(=CC=C1)N=[N+]=[N-])C(F)(F)F.C(C)(C)(C)C=1C=C(N)C=CC1